BrC=1C=C(C2=CN(N=C2C1C)C(C(=O)[C@H]1N(C2(CC2)CC1)C(=O)OC(C)(C)C)C(=O)OCC)C(F)(F)F tert-Butyl (5S)-5-[2-[6-bromo-7-methyl-4-(trifluoromethyl)indazol-2-yl]-3-ethoxy-3-oxo-propanoyl]-4-azaspiro[2.4]heptane-4-carboxylate